C1(=CC(=CC=C1)NC(C[C@H]1C[C@H](N(C1)C=1C2=C(N=C(N1)C)C1=C(O2)C=CC=C1)C(=O)O)=O)C1=CC=CC=C1 (2S,4R)-4-(2-([1,1'-biphenyl]-3-ylamino)-2-oxoethyl)-1-(2-methylbenzofuro[3,2-d]pyrimidin-4-yl)pyrrolidine-2-carboxylic acid